1-(5-bromo-1H-pyrrolo[2,3-b]pyridin-3-yl)-N,N,N-trimethyl-ammonium iodide [I-].BrC=1C=C2C(=NC1)NC=C2C[NH+](C)C